O1C(CCCC1)N1N=CC(=C1)C1=CC=C(C=C1)N1CCC(CC1)CNC(OCC1=CC=CC=C1)=O benzyl ((1-(4-(1-(tetrahydro-2H-pyran-2-yl)-1H-pyrazol-4-yl)phenyl)piperidin-4-yl)methyl)carbamate